COC(=O)C1=C(C=C2C3(C(N(C2=C1)C)=O)CC3)Cl 5'-chloro-1'-methyl-2'-oxospiro[cyclopropane-1,3'-indoline]-6'-carboxylic acid methyl ester